6-chloro-3-[hydroxy-(3-methoxyisoxazol-5-yl)methylene]-5-[4-[3-hydroxypropyl(methyl)amino]phenyl]indolin-2-one ClC1=C(C=C2C(C(NC2=C1)=O)=C(C1=CC(=NO1)OC)O)C1=CC=C(C=C1)N(C)CCCO